(but-3-enyloxy)-3-hydroxypropyl acetate C(C)(=O)OCCC(O)OCCC=C